4-(6-(2,5-difluorophenyl)-6-(1-methyl-2-oxo-1,2-dihydropyridin-3-yl)hexa-1,3-Diyn-1-yl)pyrazolo[1,5-a]pyridine-5-carboxylic acid methyl ester COC(=O)C1=C(C=2N(C=C1)N=CC2)C#CC#CCC(C=2C(N(C=CC2)C)=O)C2=C(C=CC(=C2)F)F